N-((R)-1-(3-(difluoromethyl)-2-fluorophenyl)ethyl)-6-((S)-2,4-dimethylpiperazine-1-yl)pyrido[3,4-d]pyrimidin-4-amine FC(C=1C(=C(C=CC1)[C@@H](C)NC=1C2=C(N=CN1)C=NC(=C2)N2[C@H](CN(CC2)C)C)F)F